C(C)C(CN(C1=NC(=NC(=N1)S)S)CC(CCCC)CC)CCCC 6-bis(2-ethylhexyl)amino-1,3,5-triazine-2,4-dithiol